C(C)(C)(C)OC(=O)NC(C(=O)O)CC1=CC(=CC=C1)[N+](=O)[O-] 2-[(tert-butoxycarbonyl)amino]-3-(3-nitrophenyl)propionic acid